N-(cyclobutylmethyl)-1-[2-[[3-(1H-indazol-4-yl)-1,2,4-triazol-1-yl]methyl]imidazo[1,2-a]pyridin-6-yl]methanamine C1(CCC1)CNCC=1C=CC=2N(C1)C=C(N2)CN2N=C(N=C2)C2=C1C=NNC1=CC=C2